Cl.Cl.N(=NC(C)(C)C=1N(CCN1)CCO)C(C)(C)C=1N(CCN1)CCO 2,2'-azobis(2-(1-(2-hydroxyethyl)-2-imidazolin-2-yl)propane) dihydrochloride